C(#N)C=1C=C2C=C[C@H]3N(C2=CC1)[C@@H](CC3(C(=O)OC)C(=O)OC)N3C(CCC3=O)=O Dimethyl (1R,3aR)-7-cyano-1-(2,5-dioxopyrrolidin-1-yl)-1,2-dihydropyrrolo[1,2-a]quinoline-3,3(3aH)-dicarboxylate